5-chloro-2-[4-(propan-2-yl)piperazine-1-carbonyl]-7,8-dihydro-6H-spiro[[1,3]oxazolo[5,4-f]quinazoline-9,1'-cyclohexane]-7-one ClC=1C=C2C(=C3C1NC(NC31CCCCC1)=O)OC(=N2)C(=O)N2CCN(CC2)C(C)C